COC1=C(C[C@H]2[C@@H]3C[C@@H]3CN2C2=CC(=CC(N2)=O)N2CCOCC2)C=CC=C1 6-((1R,2S,5S)-2-(2-methoxybenzyl)-3-azabicyclo[3.1.0]hexan-3-yl)-4-morpholinopyridin-2(1H)-one